2-[[(2R)-2-methylpyrrolidin-1-yl]methyl]-1-[[2-(trimethylsilyl)ethoxy]methyl]pyrrolo[3,2-c]pyridin-6-amine C[C@H]1N(CCC1)CC1=CC=2C=NC(=CC2N1COCC[Si](C)(C)C)N